2-p-methoxybenzyloxy-3,5-difluorophenyl-1-Ethylamine COC1=CC=C(COC2=C(C=C(C=C2F)F)NCC)C=C1